Cl.C1(CCCC1)N1C2C3=CC=CC=C3C1C=C2 11-cyclopentyl-11-azatricyclo[6.2.1.02,7]Undec-2,4,6,9-tetraene hydrochloride